C(C)N1SC2=C(N=C1)C=CC(=C2)[N+](=O)[O-] 2-ethyl-7-nitro-2H-benzo[e][1,2,4]thiadiazine